C1(=CC=C(C=C1)CN)CN 1,4-xylylenediamine